N-benzyl-7-(4-bromo-3-chloro-benzoyl)-2-[4-(2-hydroxyethoxy)phenyl]-3-oxo-6,8-dihydro-5H-imidazo[1,5-a]pyrazine-1-carboxamide C(C1=CC=CC=C1)NC(=O)C=1N(C(N2C1CN(CC2)C(C2=CC(=C(C=C2)Br)Cl)=O)=O)C2=CC=C(C=C2)OCCO